3-((((1R,2S)-2-((2-(2,6-dioxopiperidin-3-yl)-1-oxoisoindolin-5-yl)oxy)cyclohexyl)amino)methyl)benzonitrile O=C1NC(CCC1N1C(C2=CC=C(C=C2C1)O[C@@H]1[C@@H](CCCC1)NCC=1C=C(C#N)C=CC1)=O)=O